methyl 2-(4-(2-(4-chloro-2-fluorophenyl)-2-methylbenzo[d][1,3]dioxol-4-yl)benzyl)-1-(((S)-oxetan-2-yl)methyl)-1H-benzo[d]imidazol-6-carboxylate ClC1=CC(=C(C=C1)C1(OC2=C(O1)C=CC=C2C2=CC=C(CC1=NC3=C(N1C[C@H]1OCC1)C=C(C=C3)C(=O)OC)C=C2)C)F